(3aS,4R,6aR)-1-((S)-2-amino-3-methylbutanoyl)-4-(4-boronobutyl)octahydropyrrolo[3,4-b]pyrrole-4-carboxylic acid N[C@H](C(=O)N1[C@@H]2[C@H](CC1)[C@@](NC2)(C(=O)O)CCCCB(O)O)C(C)C